2-hydroxycyclohept-2,4,6-trienone OC=1C(C=CC=CC1)=O